4-[4-(3-chloro-4-hydroxy-pyrazolo[1,5-a]pyridin-6-yl)-5-methyl-triazol-1-yl]piperidine-1-carboxylic acid tert-butyl ester C(C)(C)(C)OC(=O)N1CCC(CC1)N1N=NC(=C1C)C=1C=C(C=2N(C1)N=CC2Cl)O